2-hexyl-2-octyldecanoic acid C(CCCCC)C(C(=O)O)(CCCCCCCC)CCCCCCCC